C(C)(C)OC(CCC[Sn])(OC(C)C)OC(C)C triisopropoxybutyl-tin